NC1=NC=C(C2=C1C(=C(N2C)C2=CC=C(C=C2)NC(C=C)=O)C2=CC=C(C=C2)OC2=NC=C(C=N2)F)C#N N-(4-(4-amino-7-cyano-3-(4-((5-fluoropyrimidin-2-yl)oxy)phenyl)-1-methyl-1H-pyrrolo[3,2-c]pyridin-2-yl)phenyl)acrylamide